Europium trifluoromethanesulfonate N-acetyl-L-aspartate C(C)(=O)N[C@@H](CC(=O)[O-])C(=O)[O-].FC(S(=O)(=O)[O-])(F)F.[Eu+3]